4-bromo-7-fluoro-6-methyl-5-(trifluoromethyl)-1H-indazole BrC1=C2C=NNC2=C(C(=C1C(F)(F)F)C)F